C[Si](C)(C)SCCC[Si](OCC)(OCC)OCC (trimethylsilyl)[3-(triethoxysilyl) propyl] sulfide